(4-methylpiperazine-1-yl)methanone CN1CCN(CC1)C=O